BrC1=CC=C(C=C1)C=1C2=C(N(N1)C1=CC=CC=C1)OC=C[C@@]21C(N(C2=CC=CC=C21)C)=O (S)-3'-(4-bromophenyl)-1-methyl-1'-phenyl-1'H-spiro[indoline-3,4'-pyrano[2,3-c]pyrazol]-2-one